FC=1C(=C(C=CC1)O)C1=C2C(=C(N=N1)NC1CC(C1)(C)O)C=NC=C2 3-fluoro-2-(4-(((1s,3s)-3-hydroxy-3-methylcyclobutyl)amino)pyrido[3,4-d]pyridazin-1-yl)phenol